(S)-3-(5-(2-(2-aminopyridin-3-yl)-7-methyl-5-(1H-pyrazol-1-yl)-3H-imidazo[4,5-b]pyridin-3-yl)-2,3-dihydro-1H-inden-1-yl)-7-hydroxy-4-oxo-3,4-dihydroquinazoline-6-carbaldehyde NC1=NC=CC=C1C1=NC=2C(=NC(=CC2C)N2N=CC=C2)N1C=1C=C2CC[C@@H](C2=CC1)N1C=NC2=CC(=C(C=C2C1=O)C=O)O